(2-chloro-4,5-difluoro-3-iodophenyl)carbamic acid tert-butyl ester C(C)(C)(C)OC(NC1=C(C(=C(C(=C1)F)F)I)Cl)=O